1-hydroxy-6,6,9-trimethyl-3-pentyl-N-phenyl-6H-benzo[c]chromene-2-carboxamide OC1=C2C3=C(C(OC2=CC(=C1C(=O)NC1=CC=CC=C1)CCCCC)(C)C)C=CC(=C3)C